C(C)OC(C(C[C@@H](C[C@@H](C=O)O[Si](C1=CC=CC=C1)(C1=CC=CC=C1)C(C)(C)C)O[Si](C1=CC=CC=C1)(C1=CC=CC=C1)C(C)(C)C)=O)=O (4R,6S)-4,6-di(tert-butyldiphenylsiloxy)-2,7-dioxoheptanoic acid ethyl ester